Cl.N1CCC(CC1)C1=CC=C(C=C1)C1C(NC(CC1)=O)=O 3-(4-(Piperidin-4-yl)phenyl)piperidine-2,6-dione hydrochloride salt